C1(CC1)COC=1C=NC(=NC1)N1CCN(CC1)C(=O)C1=CC=C(C=C1)C1=NC2=C(N1)C=CC=C2C(=O)N 2-(4-(4-(5-(cyclopropylmethoxy)pyrimidin-2-yl)piperazine-1-carbonyl)phenyl)-1H-benzo[d]imidazole-4-carboxamide